3-(4-methoxy-2-methylbenzyl)-6-(piperazin-1-yl)isobenzofuran-1(3H)-one hydrochloride Cl.COC1=CC(=C(CC2OC(C3=CC(=CC=C23)N2CCNCC2)=O)C=C1)C